5-Caprolactone C1(CCCC(C)O1)=O